methyl (S)-4-(5-amino-3-oxo-4-(((phenylmethyl-d2)sulfonyl)oxy)-2,3-dihydrofuran-2-yl-2-d)benzoate NC1=C(C([C@](O1)([2H])C1=CC=C(C(=O)OC)C=C1)=O)OS(=O)(=O)C([2H])([2H])C1=CC=CC=C1